rac-(1R,2S)-2-bromo-4-chloro-2,3-dihydro-1H-inden-1-ol Br[C@@H]1[C@@H](C2=CC=CC(=C2C1)Cl)O |r|